2-((1r,4r)-4-(methylamino)cyclohexyl)isoindoline-1,3-dione CNC1CCC(CC1)N1C(C2=CC=CC=C2C1=O)=O